2-propenyl (cyclohexyloxy)acetate C1(CCCCC1)OCC(=O)OCC=C